CC1=NC(=NC=C1C#N)N1N=CC(=N1)CN1C[C@@H](N[C@@H](C1)C=1C(=C2COC(C2=CC1)=O)C)C 4-methyl-2-(4-(((3S,5R)-3-methyl-5-(4-methyl-1-oxo-1,3-dihydroisobenzofuran-5-yl)piperazin-1-yl)methyl)-2H-1,2,3-triazol-2-yl)pyrimidine-5-carbonitrile